[6-(methylcarbamoyl)pyridin-3-yl]boronic acid CNC(=O)C1=CC=C(C=N1)B(O)O